(2R)-2-amino-3-spiro[3.3]heptan-2-yl-propan-1-ol N[C@@H](CO)CC1CC2(C1)CCC2